FC(C1=NN(C(=C1C(=O)OCC)F)C)F ethyl 3-(difluoromethyl)-5-fluoro-1-methyl-1H-pyrazole-4-carboxylate